3H,4H,7H,8H-imidazo[4,5-d][1,3]diazepin-8-ol N1=CNC=2NC=NCC(C21)O